C(CC)OC1=NC(=NC(=N1)OCCC)OCCC 2,4,6-tripropyloxy-1,3,5-triazine